1-(4-phenylmercaptophenyl)-butane-1,2-dione 2-oxime C1(=CC=CC=C1)SC1=CC=C(C=C1)C(C(CC)=NO)=O